6-(2,6-difluoro-3,5-dimethoxyphenyl)-N,N-dimethyl-2-(methylthio)pyrido[3,4-d]pyrimidin-8-amine FC1=C(C(=C(C=C1OC)OC)F)C1=CC2=C(N=C(N=C2)SC)C(=N1)N(C)C